C(C1=CC=CC=C1)C1=C(OCCN2CCN(CC2)C)C(=CC=C1)C (2-(2-Benzyl-6-methylphenoxy)ethyl)-4-methylpiperazine